BrC(C)C1=CC(=CC=2C=3N(C(=NC12)N1CCC(CC1)(C)C)N=NN3)C 7-(1-bromoethyl)-5-(4,4-dimethylpiperidin-1-yl)-9-methyltetrazolo[1,5-c]quinazoline